2-[2-[2-[2-[2-[2,3-bis[6-(1-hexylnonoxy)-6-oxo-hexoxy] propanoyl-octyl-amino]ethoxy]ethoxy] ethoxy]ethoxy]ethyl-1-methylpiperidine-4-carboxylate C(CCCCC)C(CCCCCCCC)OC(CCCCCOC(C(=O)N(CCOCCOCCOCCOCCOC(=O)C1CCN(CC1)C)CCCCCCCC)COCCCCCC(OC(CCCCCCCC)CCCCCC)=O)=O